2,2-dichloroethyl methyl carbonate C(OCC(Cl)Cl)(OC)=O